bis((4R,4aS,7aR,12bS)-3-allyl-4a-hydroxy-7-oxo-2,3,4,4a,5,6,7,7a-octahydro-1H-4,12-methanobenzofuro[3,2-e]isoquinolin-9-yl) succinate C(CCC(=O)OC1=CC=C2C3=C1O[C@@H]1[C@]34CCN([C@@H]([C@@]4(CCC1=O)O)C2)CC=C)(=O)OC2=CC=C1C4=C2O[C@@H]2[C@]43CCN([C@@H]([C@@]3(CCC2=O)O)C1)CC=C